C(C)(C)(C)C1=NOC(=N1)C=1C(=NC(=NC1)NC1=CC(=C(C(=O)NC)C=C1)Cl)N[C@H](CO)C1=CC=CC=C1 4-[[5-(3-tert-butyl-1,2,4-oxadiazol-5-yl)-4-[[(1S)-2-hydroxy-1-phenyl-ethyl]amino]pyrimidin-2-yl]amino]-2-chloro-N-methyl-benzamide